2,4,6-trichlorophenyl-phosphoric acid ClC1=C(C(=CC(=C1)Cl)Cl)OP(O)(O)=O